1-(2-chlorobenzyl)-1-(4-methoxyphenyl)hydrazine ClC1=C(CN(N)C2=CC=C(C=C2)OC)C=CC=C1